COC[C@@H]1NCCOC2=CC=CC(C3=NNC4=CC=C(OCC1)C=C34)=C2 |o1:3| (11R) or (11S)-11-(methoxymethyl)-7,14-dioxa-10,19,20-triazatetracyclo[13.5.2.12,6.018,21]tricosa-1(20),2(23),3,5,15,17,21-heptaene